α-hydroxyisobutyrylbenzene OC(C(=O)C1=CC=CC=C1)(C)C